Cl.CC=1C=CC(=C(C1)C1=C(C=CC(=C1)C)N)N 5,5'-dimethyl-2,2'-diaminobiphenyl hydrochloride